C(C)N(C(OC(C)(C)C)=O)C1=NC(=CC(=C1)C1(COC1)CC1=NN=CN1C)N1C(C2=CC(=CC(=C2C1)SC)CN1C[C@H](CCC1)C)=O tert-butyl N-ethyl-N-(4-{3-[(4-methyl-1,2,4-triazol-3-yl)methyl]oxetan-3-yl}-6-(6-{[(3S)-3-methylpiperidin-1-yl]methyl}-4-(methylsulfanyl)-1-oxo-3H-isoindol-2-yl)pyridin-2-yl)carbamate